[3-[1-[(2R)-3-[(3R)-3-benzyloxybutoxy]-2-methyl-propyl]pyrazol-4-yl]-1-tetrahydropyran-2-yl-indazol-5-yl]oxy-tert-butyl-dimethyl-silane C(C1=CC=CC=C1)O[C@@H](CCOC[C@@H](CN1N=CC(=C1)C1=NN(C2=CC=C(C=C12)O[Si](C)(C)C(C)(C)C)C1OCCCC1)C)C